ClC1=CC=C(C=C1)[C@@]1(N(C(C2=CC(=CC=C12)C(C)(C1CCN(CC1)C)O)=O)CC1=NC=C(C=C1)Cl)OC (3R)-3-(4-chlorophenyl)-2-[(5-chloropyridin-2-yl)methyl]-6-[1-hydroxy-1-(1-methylpiperidin-4-yl)ethyl]-3-methoxy-2,3-dihydro-1H-isoindol-1-one